β-(3,5-dicyclohexyl-4-hydroxyphenyl)-propionic acid C1(CCCCC1)C=1C=C(C=C(C1O)C1CCCCC1)CCC(=O)O